fumaric acid-N-monobutylamide C(CCC)NC(\C=C\C(=O)O)=O